1-allyl-3-ethyl-imidazole chlorine salt [Cl].C(C=C)N1CN(C=C1)CC